mono-eicosyl phosphate P(=O)(OCCCCCCCCCCCCCCCCCCCC)([O-])[O-]